N-((2R,3R,4R,5R,6R)-4,5-dihydroxy-6-(hydroxymethyl)-2-methoxytetrahydro-2H-pyran-3-yl)acrylamide O[C@@H]1[C@H]([C@@H](O[C@@H]([C@@H]1O)CO)OC)NC(C=C)=O